BrC1=CC=C(C=C1)C=1C=CC=2C3=C(N(C2C1)C)C=CN=C3 7-(4-bromophenyl)-5-methylpyrido[4,3-b]Indole